tert-Butyl 3-(2-(5-(tert-butyl)-4-chloro-2-hydroxyphenethyl)-1-methyl-1H-imidazole-5-carboxamido)azetidine-1-carboxylate C(C)(C)(C)C=1C(=CC(=C(CCC=2N(C(=CN2)C(=O)NC2CN(C2)C(=O)OC(C)(C)C)C)C1)O)Cl